1H-pyrazolo[3',4':3,4]Pyrazolo[1,5-a]Pyridin-6-yl triflate O(S(=O)(=O)C(F)(F)F)C=1C=CC=2N(C1)N=C1C2C=NN1